Cl.FC1(C2(CCNCC12)C)F 7,7-difluoro-6-methyl-3-azabicyclo[4.1.0]heptane hydrochloride